C12(CCC(CC1)CC2)NC(=O)C2=CC=C(C(=N2)C(=O)OC)C=2C(=CC1=C(OCCC3=C1SC=C3)C2)C(NC2=C(C=C(C=C2C)CNC(=O)OC(C)(C)C)C)=O methyl 6-(bicyclo[2.2.2]octan-1-ylcarbamoyl)-3-(9-((4-(((tert-butoxycarbonyl)amino)methyl)-2,6-dimethylphenyl)carbamoyl)-4,5-dihydrobenzo[b]thieno[2,3-d]oxepin-8-yl)picolinate